ClP(C(P(C1CCCCC1)(C1CCCCC1)(C1CCCCC1)Cl)C1=CC=CC=C1)(C1CCCCC1)(C1CCCCC1)C1CCCCC1.[Ru+2] Ruthenium (II) dichloro(phenylmethylene)bis(tricyclohexylphosphine)